COC1=CC=C(CC2=C(C=CC(=C2)C)S(=O)(=O)N)C=C1 (4-methoxybenzyl)-4-methylbenzenesulfonamide